(S)-N-(Bicyclo[1.1.1]pentan-1-yl)-2-(4-(2-(1-cyclopropylethyl)-7-(methylsulfonyl)-1-oxoisoindolin-5-yl)pyridin-2-yl)-4-methyl-1H-imidazole C12(CC(C1)C2)N2C(=NC(=C2)C)C2=NC=CC(=C2)C=2C=C1CN(C(C1=C(C2)S(=O)(=O)C)=O)[C@@H](C)C2CC2